FC1=C(C=C(C#N)C(=C1C1=CC=CC=C1)F)C#N 4,6-difluoro-5-phenyl-isophthalonitrile